2-amino-7-cyano-6-cyclopropyl-1-(2-ethyl-5-fluoro-3-hydroxy-6-methyl-phenyl)pyrrolo[3,2-c]pyridine-3-carboxamide NC1=C(C=2C=NC(=C(C2N1C1=C(C(=CC(=C1C)F)O)CC)C#N)C1CC1)C(=O)N